C(OCC)COCC (ethylenedioxy)diethane